NC1=C(C=C(C=2C(C3=C(C=CC(=C3C(C12)=O)O)N)=O)O)Cl 1,5-diamino-4,8-dihydroxy-2-chloroanthraquinone